The molecule is a methanesulfonate salt obtained by reaction of lenvatinib with one molar equivalent of methanesulfonic acid. A multi-kinase inhibitor and orphan drug used (as its mesylate salt) for the treatment of various types of thyroid cancer that do not respond to radioiodine. It has a role as an EC 2.7.10.1 (receptor protein-tyrosine kinase) inhibitor, a fibroblast growth factor receptor antagonist, an orphan drug, a vascular endothelial growth factor receptor antagonist and an antineoplastic agent. It contains a lenvatinib(1+). COC1=CC2=NC=CC(=C2C=C1C(=O)N)OC3=CC(=C(C=C3)NC(=O)NC4CC4)Cl.CS(=O)(=O)O